2-chloro-6-(trichloromethyl)-pyridine ClC1=NC(=CC=C1)C(Cl)(Cl)Cl